7-(1-(2-Hydroxy-2-methylpropyl)-1H-pyrazol-4-yl)-1-isopropyl-3-methyl-8-(6-(piperazin-1-yl)thieno[3,2-c]pyridin-2-yl)-3,6-dihydroimidazo[4,5-d]pyrrolo[2,3-b]pyridin-2(1H)-on OC(CN1N=CC(=C1)C1=C(C=2C(=NC=C3C2N(C(N3C)=O)C(C)C)N1)C1=CC=3C=NC(=CC3S1)N1CCNCC1)(C)C